1-(cyclopropylmethyl)-3-fluoro-1H-pyrrolo[2,3-b]pyridine-2-carboxylate C1(CC1)CN1C(=C(C=2C1=NC=CC2)F)C(=O)[O-]